CC(C#C)(CCCC(CCCC(C)C)C)O 3,7,11-trimethyldodecyne-3-ol